4-[ethyl-(hexahydropyridine-4-ylmethyl)amino]butane-1,3-diol C(C)N(CC(CCO)O)CC1CCNCC1